FC1=CC=CC2=C1NC(O2)=O 4-fluoro-2-oxobenzo[d]oxazol